C1(CC1)C=1C(=NC=C(C1)SC)C(=O)NCC1=CC(=NO1)C(F)(F)F 3-cyclopropyl-5-(methylthio)-N-((3-(trifluoromethyl)isoxazol-5-yl)methyl)picolinamide